ClC1=C(C=CC2=C1C(=NCC=1N2C=C(N1)C(=O)O)C1=C(C=CC=C1)F)Cl 7,8-dichloro-6-(2-fluorophenyl)-4H-benzo[f]imidazo[1,2-a][1,4]diazepine-2-carboxylic acid